2-((2,2-difluorocyclopropyl)methyl)-6-iodo-4-methyl-7,8-dihydro-4H-pyrazolo[1,5-a][1,3]diazepin-5(6H)-one FC1(C(C1)CC1=NN2C(N(C(C(CC2)I)=O)C)=C1)F